2-carbamoyl-4-((2R,3S,4S,5S)-3-(2-(difluoromethoxy)-3,4-difluorophenyl)-4,5-dimethyl-5-(trifluoromethyl)tetrahydrofuran-2-carboxamido)pyridine 1-oxide C(N)(=O)C1=[N+](C=CC(=C1)NC(=O)[C@@H]1O[C@@]([C@H]([C@H]1C1=C(C(=C(C=C1)F)F)OC(F)F)C)(C(F)(F)F)C)[O-]